COC=1C=C(CN(C2=CC=C(C=C2)COCCN2CCOCC2)CC2=CC(=CC=C2)N2CCOCC2)C=CC1 N-(3-methoxybenzyl)-N-(3-morpholinobenzyl)-4-((2-morpholinoethoxy)methyl)aniline